FC(F)[Si](C)(C)CF (difluoromethyl)(fluoromethyl)dimethylsilane